OC1=C(C(=CC(=C1)C)O)C(\C=C\C1=CC=C(C=C1)O)=O (E)-1-(2,6-Dihydroxy-4-methylphenyl)-3-(4-hydroxyphenyl)prop-2-en-1-one